CC1=CC(=NO1)CN1N=C2N(CCCC2)C1=O (5RS)-2-[(5-Methyl-1,2-oxazol-3-yl)methyl]-3-oxo-2,3,5,6,7,8-hexahydro[1,2,4]triazolo[4,3-a]pyridin